BrC1=C(C=C2C(C3=CC(=C(C=C3C2)O)O)=O)C=CC(=C1)C(F)(F)F 2-(2-bromo-4-(trifluoromethyl)benzylidene)-5,6-dihydroxy-2,3-dihydro-1H-indene-1-one